(R)-3-((2,5-difluorobenzyl)amino)-6-fluoro-5-(1-(2-fluorophenyl)ethyl)-4H-benzo[e][1,2,4]thiadiazine 1,1-dioxide FC1=C(CNC2=NS(C3=C(N2)C(=C(C=C3)F)[C@H](C)C3=C(C=CC=C3)F)(=O)=O)C=C(C=C1)F